(1-(4-chlorophenyl)-1H-1,2,3-triazol-4-yl)(piperidin-1-yl)methanone ClC1=CC=C(C=C1)N1N=NC(=C1)C(=O)N1CCCCC1